nonyl (3-(4-(undecan-6-yl)piperazin-1-yl)propyl) hydrogen phosphate P(=O)(OCCCCCCCCC)(OCCCN1CCN(CC1)C(CCCCC)CCCCC)O